C(C1=CC=CC=C1)=NNC(=O)C1=NOC(=N1)C1=CC=CC=C1 benzylidene-5-phenyl-1,2,4-oxadiazole-3-carbohydrazide